2,3,4,5-tetra-n-butylpyrrole C(CCC)C=1NC(=C(C1CCCC)CCCC)CCCC